N-Boc-L-aspartic acid-4-methyl ester COC(C[C@H](NC(=O)OC(C)(C)C)C(=O)O)=O